C1(CCCCC1)N 1-cyclohexylamine